COC(C1=C(C=CC(=C1)OC=1C=NC(=C(C1)OC)[N+](=O)[O-])N)=O 2-amino-5-((5-methoxy-6-nitropyridin-3-yl)oxy)benzoic acid methyl ester